ClC1=NC(=C2N=CN(C2=N1)[C@@H]1O[C@@H]([C@H]([C@H]1O)O)CO)N1CC2(CC3=CC=C(C=C3C2)F)C1 (2R,3R,4S,5R)-2-[2-chloro-6-(5'-fluorospiro[azetidine-3,2'-indane]-1-yl)purin-9-yl]-5-(hydroxymethyl)tetrahydrofuran-3,4-diol